C(C)(CC)SC1=C(N=C(S1)N1N=C(C(=C1C(=O)OC)C1=CC(=CC(=C1)Cl)Cl)C)C1=CC(=C(C=C1)Cl)Cl methyl 1-(5-(sec-butylthio)-4-(3,4-dichlorophenyl)thiazol-2-yl)-4-(3,5-dichlorophenyl)-3-methyl-1H-pyrazole-5-carboxylate